4-Oxo-trans-2-hexenal O=C(/C=C/C=O)CC